(7S)-7-Methyl-3-{2-[4-(propan-2-yl)piperazin-1-yl]ethyl}-2-[2-(1H-pyrazol-1-yl)ethyl]-3H,6H,7H,8H,9H-imidazo[4,5-f]chinolin C[C@@H]1NC2=CC=C3C(=C2CC1)N=C(N3CCN3CCN(CC3)C(C)C)CCN3N=CC=C3